CC1=NOC(=C1C=1C=CC(=C(C1)N(C1=CC=C(C=C1)C1(CC1)C#N)CCC(CCNC=1C=C2CN(C(C2=CC1F)=O)C1C(NC(CC1)=O)=O)C)C)C 1-(4-((5-(3,5-dimethylisoxazol-4-yl)-2-methylphenyl)(5-((2-(2,6-dioxopiperidin-3-yl)-6-fluoro-1-oxoisoindolin-5-yl)amino)-3-methylpentyl)amino)phenyl)cyclopropane-1-carbonitrile